trimethylolpropane tris(3-aziridinylpropanoate) CCC(COC(=O)CCN1CC1)(COC(=O)CCN2CC2)COC(=O)CCN3CC3